niobium germanide [GeH3-].[Nb+5].[GeH3-].[GeH3-].[GeH3-].[GeH3-]